BrC1=CC(=C(C=C1)\C(\C)=N\CC(=O)[O-])O [(E)-1-(4-bromo-2-hydroxy-phenyl)ethylideneamino]acetate